N-bromoacetyl-β-D-galactosamine tetra-O-acetate C(C)(=O)O[C@H]1[C@H](NC(CBr)=O)[C@@H](OC(C)=O)[C@@H](OC(C)=O)[C@H](O1)COC(C)=O